ClC1=CC=C(OC[C@](C(=O)NC=2C=NC(=C(C2)C(F)(F)F)C#N)(C)O)C=C1 (S)-3-(4-chlorophenoxy)-N-(6-cyano-5-(trifluoromethyl)pyridin-3-yl)-2-hydroxy-2-methylpropanamide